COC(=O)N1[C@H]([C@H](CCC1)C1=C(C=NN1)C)CO[C@@H]1CC[C@@H](CC1)C1=CC=CC=C1.CN(S(=O)(=O)C1=CC=C(O1)C(=O)N)C 5-(dimethylaminosulfonyl)furan-2-carboxamide methyl-(CIS)-3-(4-methyl-1H-pyrazol-5-yl)-2-((((CIS)-4-phenylcyclohexyl)-oxy)methyl)-piperidine-1-carboxylate